Cl.Cl.C(C)[C@@H]1OC2=C(CNC1)N=C(C=C2)O (S)-2-ethyl-2,3,4,5-tetrahydropyrido[2,3-f][1,4]oxazepin-7-ol dihydrochloride